4-phenyl-1H-1,2,3-triazol C1(=CC=CC=C1)C=1N=NNC1